C1(C=CC=C1)CC1=C(C(=CC=2C3=CC(=C(C=C3CC12)C)C)C)C (cyclopentadienyl)(2,3,6,7-tetramethylfluorenyl)methane